(R)-3-((R)-5-(4-(chloromethyl)pyridin-2-yl)-4-fluoro-3-methyl-1-oxoisoindolin-2-yl)piperidine-2,6-dione ClCC1=CC(=NC=C1)C=1C(=C2[C@H](N(C(C2=CC1)=O)[C@H]1C(NC(CC1)=O)=O)C)F